N1C=C(C2=CC=CC=C12)CC1=CN(C2=CC=CC=C12)C 3-((1H-indol-3-yl)methyl)-1-methyl-1H-indole